C(#N)C1=CC(=NC=C1)NC(=O)C1=CC=C(C=C1)B(O)O [4-[(4-cyano-2-pyridyl)carbamoyl]phenyl]boronic acid